6-chloro-N-cyclopropyl-4-(ethylamino)nicotinamide ClC1=NC=C(C(=O)NC2CC2)C(=C1)NCC